COC([C@H](CC1C(NC(CC1)(C)C)=O)NC(=O)C1N(CC2(C1)CCCCC2)C(=O)C=2NC1=CC=CC(=C1C2)OC)=O.CC2=CC(=C(N)C(=C2)C(=C)C2=CC=CC=C2)C(=C)C2=CC=CC=C2 4-methyl-2,6-bis(1-phenylvinyl)aniline methyl-(2S)-3-(6,6-dimethyl-2-oxo-3-piperidyl)-2-[[2-(4-methoxy-1H-indole-2-carbonyl)-2-azaspiro[4.5]decane-3-carbonyl]amino]propanoate